(R)-3-amino-1-(5-(2-fluorophenyl)pyridin-2-yl)piperidin-2-one hydrochloride Cl.N[C@H]1C(N(CCC1)C1=NC=C(C=C1)C1=C(C=CC=C1)F)=O